Cl.C1(C=CCC2=CC=CC=C12)=O 1(4H)-Naphthalenone, monohydrochloride